17-benzyloxy-5-fluoro-8,13-dioxa-1,16,20,22-tetrazatetracyclo[13.5.2.02,7.018,21]docosa-2(7),3,5,15(22),16,18(21),19-heptaene C(C1=CC=CC=C1)OC1=NC=2COCCCCOC=3C=C(C=CC3N3N=CC1=C3N2)F